1,3-di(2-tolyl)-2-thiourea C1(=C(C=CC=C1)NC(=S)NC1=C(C=CC=C1)C)C